5,6,7,8-tetrahydro-1,6-naphthyridin-2(1H)-one hydrochloride Cl.N1C(C=CC=2CNCCC12)=O